3-nonoxypropylamine C(CCCCCCCC)OCCCN